methyl 4-nitro-3-((4-carbonyltetrahydrofuran-3-yl)amino)benzoate [N+](=O)([O-])C1=C(C=C(C(=O)OC)C=C1)NC1COCC1=C=O